C(CC#C)N1CCN(CC1)C 1-(but-3-yn-1-yl)-4-methylpiperazine